[N+](=O)([O-])C1=C(C(=O)C2C(CCCC2=O)=O)C=CC(=C1)S(=O)(=O)C 2-(2'-nitro-4'-methylsulfonylbenzoyl)-1,3-cyclohexanedione